OCC1C(C(C2C(N=C(O2)C)O1)O)O 5-(hydroxymethyl)-2-methyl-5,6,7,7a-tetrahydro-3aH-pyrano[2,3-d]oxazole-6,7-diol